Cl.CN(CCCN=C=NCC)C (3-Dimethylamino-propyl)-ethylcarbodiimide hydrochloride